(R)-dimethyl((2-(2-methylimidazo[1,2-a]pyridin-3-yl)-6-(3-methylmorpholino)-pyrimidin-4-yl)imino)-λ6-sulfanone hydrochloride Cl.CS(=O)(=NC1=NC(=NC(=C1)N1[C@@H](COCC1)C)C1=C(N=C2N1C=CC=C2)C)C